2-(1,5-Dimethyl-1H-pyrazol-4-yl)-N-(5-(2-(trans-2,6-dimethylmorpholino)acetamido)-2-methylpyridin-3-yl)pyrazolo[5,1-b]thiazole-7-carboxamide CN1N=CC(=C1C)C1=CN2C(S1)=C(C=N2)C(=O)NC=2C(=NC=C(C2)NC(CN2C[C@@H](O[C@H](C2)C)C)=O)C